BrC=1C(=C(C=CC1)C=1C=2N(C=CN1)C(=CN2)C)F 8-(3-bromo-2-fluoro-phenyl)-3-methyl-imidazo[1,2-a]pyrazine